FC1=CC(=C(N)C=C1)C1=NN(C=N1)C 4-fluoro-2-(1-methyl-1,2,4-triazol-3-yl)aniline